N1CCC(CC1)[C@H](C)OC1=CC=C(C=C1)[C@@H]1C(NC(CC1)=O)=O |&1:15| (3RS)-3-{4-[(1S)-1-(piperidin-4-yl)ethoxy]phenyl}piperidine-2,6-dione